N,N'-Di-tert-butoxycarbonylthiourea C(C)(C)(C)OC(=O)NC(=S)NC(=O)OC(C)(C)C